N-(4-oxocyclohexyl)-2-(pyridin-2-yl)acetamide O=C1CCC(CC1)NC(CC1=NC=CC=C1)=O